FC1(CCC2=C1N=C(N=C2C2=CC=C(C(=O)N)C=C2)S(=O)(=O)C)F 4-(7,7-difluoro-2-(methylsulfonyl)-6,7-dihydro-5H-cyclopenta[d]pyrimidin-4-yl)benzamide